O=S1(CC(C=C1)NC(=O)C1=CC2=C(NC1=O)C=C(S2)C2=CC=CC=C2)=O N-(1,1-Dioxido-2,3-dihydrothiophen-3-yl)-5-oxo-2-phenyl-4,5-dihydrothieno[3,2-b]pyridine-6-carboxamide